ClC1=NN2C(N=CC3=C2C(C[C@@H]3C(=O)NC=3C=NC(=C(C3)Cl)N3N=CC=N3)(C)C)=C1 (S)-2-chloro-N-(5-chloro-6-(2H-1,2,3-triazol-2-yl)pyridin-3-yl)-8,8-dimethyl-7,8-dihydro-6H-cyclopenta[e]pyrazolo[1,5-a]pyrimidine-6-carboxamide